1-(3-chloropropyl)-5-methyl-1H-pyrrole-2-carbonitrile ClCCCN1C(=CC=C1C)C#N